C(C#CC)(=O)N[C@@H]1CN(C[C@H](C1)F)C1=C2C(=C(NC2=C(C=C1F)C(=O)N)C)C 4-((3S,5S)-3-(but-2-ynamido)-5-fluoropiperidin-1-yl)-5-fluoro-2,3-dimethyl-1H-indole-7-carboxamide